FC1=CC=C(C=C1)[C@H]1[C@@H](CN(CC1)C(=O)C=1NC2=CC=C(C=C2C1)C)O ((3S,4S)-4-(4-fluorophenyl)-3-hydroxypiperidin-1-yl)(5-methyl-1H-indol-2-yl)methanone